ClC1=NC(=C2N=CN(C2=N1)CC)N[C@@H]1CN(CC1)C(=O)OC(C)(C)C tert-butyl (S)-3-((2-chloro-9-ethyl-9H-purin-6-yl)amino)pyrrolidine-1-carboxylate